COC(C1=C(C(=CC=C1)C1CC(C1)(F)F)C)=O (3,3-difluorocyclobutyl)-2-methylbenzoic acid methyl ester